CC(CCCC)O (Z)-2-hexanol